ruthenium nickel fluoride [Ni](F)F.[Ru]